CC=1N=C2N(C=C(C=C2)C)C1C(\C=C\C1=CC=CC=C1)=O (E)-1-(2,6-dimethylimidazo[1,2-a]pyridin-3-yl)-3-phenylprop-2-en-1-one